(R)-4-(pyridin-4-yl)-2,5-dihydro-1H-pyrrole-1,2-dicarboxylic acid 1-tert-butyl ester 2-methyl ester COC(=O)[C@@H]1N(CC(=C1)C1=CC=NC=C1)C(=O)OC(C)(C)C